3-[[1-[(1S)-1-[(2S,4R)-4-hydroxy-2-(methylcarbamoyl)pyrrolidine-1-carbonyl]-2,2-dimethyl-propyl]triazol-4-yl]methylamino]benzoic acid O[C@@H]1C[C@H](N(C1)C(=O)[C@H](C(C)(C)C)N1N=NC(=C1)CNC=1C=C(C(=O)O)C=CC1)C(NC)=O